4-((2-hydroxyethyl)thio)benzoic acid OCCSC1=CC=C(C(=O)O)C=C1